ClC1=C(C=C(C=N1)OCC(=O)N[C@H]1CC[C@@H](N(C1)C(=O)OC(C)(C)C)C(=O)NNC(C1=CC(=C(C=C1)Cl)Cl)=O)F tert-butyl (2R,5S)-5-{2-[(6-chloro-5-fluoropyridin-3-yl)oxy]acetamido}-2-[N'-(3,4-dichlorobenzoyl)hydrazinecarbonyl]piperidine-1-carboxylate